C(=O)O.OC(CN1C[C@@H](CCC1)NC(CN1N=C(N2C(C1=O)=CC1=C2SC=C1)C(C)C)=O)(C)C (R)-N-(1-(2-hydroxy-2-methylpropyl)piperidin-3-yl)-2-(8-isopropyl-5-oxothieno[3',2':4,5]pyrrolo[1,2-d][1,2,4]triazin-6(5H)-yl)acetamide formate